tert-Butyl exo-3-((4-chloro-7-methoxyquinazolin-6-yl)oxy)-8-azabicyclo[3.2.1]octane-8-carboxylate ClC1=NC=NC2=CC(=C(C=C12)OC1CC2CCC(C1)N2C(=O)OC(C)(C)C)OC